C1(CC1)COC1=C(C=CC(=C1)F)CNC(=O)C=1C(=NC(=C(C1)C=1C=CC=2N(N1)C=C(N2)NC(C)=O)C)OC N-{[2-(cyclopropylmethoxy)-4-fluorophenyl]methyl}-5-{2-acetamidoimidazo[1,2-b]pyridazin-6-yl}-2-methoxy-6-methylpyridine-3-carboxamide